ClC=1C=NC=C(C1N1CCN(CC1)C(CO)C1=CC(=CC=C1)OC)Cl 2-(4-(3,5-dichloropyridin-4-yl)piperazin-1-yl)-2-(3-methoxyphenyl)ethanol